C(C1=CC=CC=C1)N1CC=PC=C1 1-benzyl-1,4-azaphosphine